bromo-hepta(hydroxymethyl)-2,2'-dimethyl-[1,1'-biphenyl]acetic acid tert-butyl ester C(C)(C)(C)OC(CC1(C(=C(C(=C(C1CO)CO)CO)CO)C1=C(C(=C(C(=C1Br)CO)CO)CO)C)C)=O